FC1=C(C(=O)C=2C3=C(SC2NC([C@H](C)NC(OCC2=CC=CC=C2)=O)=O)CCC2(CC3)OCCO2)C(=CC=C1)F benzyl N-[(1S)-2-[[3'-(2,6-difluorobenzoyl)spiro[1,3-dioxolane-2,6'-4,5,7,8-tetrahydrocyclohepta[b]thiophene]-2'-yl]amino]-1-methyl-2-oxo-ethyl]carbamate